C(CC=C)O[C@@H]1C[C@H](CC1)N(C(OC(C)(C)C)=O)C tert-butyl ((1S,3S)-3-(but-3-en-1-yloxy)cyclopentyl)(methyl)carbamate